C(C)(=O)NC1=CC=C(C=C1)C1=CC=C2C(=N1)SC(=N2)NC(C2=CN=C(C=C2C2=C(C=CC=C2)OC)C#N)=O N-(5-(4-acetamidophenyl)thiazolo[5,4-b]pyridin-2-yl)-6-cyano-4-(2-methoxyphenyl)nicotinamide